FC1=C(C=C(C=C1)\C=C/1\C(N(C(S1)=O)CC1=CC(=CC=C1)C=1N=NNC1)=O)O (5Z)-5-[(4-fluoro-3-hydroxyphenyl)methylidene]-3-{[3-(1H-1,2,3-triazol-4-yl)phenyl]methyl}-1,3-thiazolidine-2,4-dione